ClC1=CC=C(NCC2=C(C(=CC=C2)OC)C)C=C1 4-Chloro-N-(3-methoxy-2-methylbenzyl)aniline